ClC1=CC2=C(C(=NO2)N2C(N3C(=C2)C([C@@H](C3)NS(=O)(=O)C)(F)F)=O)C(=C1)C1=C(C=CC=C1F)F N-{(6R)-2-[6-chloro-4-(2,6-difluorophenyl)-1,2-benzoxazol-3-yl]-7,7-difluoro-3-oxo-2,5,6,7-tetrahydro-3H-pyrrolo[1,2-c]imidazol-6-yl}methanesulfonamide